COC(C1=C(C=C(C=C1)F)SCC1=CC=C(C=C1)OC)=O 4-fluoro-2-[(4-methoxyphenyl)methylmercapto]benzoic acid methyl ester